(4-(4-amino-1-(6-(hydroxymethyl)tetrahydro-2H-pyran-3-yl)-1H-pyrazolo[3,4-d]pyrimidin-3-yl)benzyl)-5-fluoro-2-methoxybenzamide NC1=C2C(=NC=N1)N(N=C2C2=CC=C(CC=1C(=C(C(=O)N)C=C(C1)F)OC)C=C2)C2COC(CC2)CO